5-chloro-4',4'-difluoro-2-[(1S,4S)-2-oxa-5-azabicyclo[2.2.1]heptan-5-ylmethyl]-7,8-dihydro-6H-spiro[[1,3]oxazolo[5,4-f]quinazoline-9,1'-cyclohexane]-7-one ClC=1C=C2C(=C3C1NC(NC31CCC(CC1)(F)F)=O)OC(=N2)CN2[C@@H]1CO[C@H](C2)C1